3-(tert-butyl)-4-methoxybenzoic acid C(C)(C)(C)C=1C=C(C(=O)O)C=CC1OC